BrC1=C(C(=CC(=C1)C(C(F)(F)F)(C(F)(F)F)F)Br)NC(C1=CC=CC(=C1)N1N=CN=C1)=O N-(2,6-dibromo-4-(perfluoropropan-2-yl)phenyl)-5-(1H-1,2,4-triazol-1-yl)benzamide